diaminobutene C(/C=C/CN)N